OC1[C@@H](CN(C[C@@H]1C)C(=O)C1=CN=C(S1)C1=C(C(=C(C(=C1)F)F)OC)F)C ((3R,4s,5S)-4-Hydroxy-3,5-dimethylpiperidin-1-yl)(2-(2,4,5-trifluoro-3-methoxyphenyl)thiazol-5-yl)methanone